N1-(2-(dimethylamino)ethyl)-5-methoxy-N1-methyl-N4-(4-(5'-methylspiro[cyclohexane-1,3'-pyrrolo[3,2-b]pyridin]-1'(2'H)-yl)pyrimidin-2-yl)-2-nitrobenzene-1,4-diamine CN(CCN(C1=C(C=C(C(=C1)OC)NC1=NC=CC(=N1)N1CC2(C3=NC(=CC=C31)C)CCCCC2)[N+](=O)[O-])C)C